diethylamino-α-methylstyrene C(C)N(CC)C=C(C1=CC=CC=C1)C